ClC=1C=CC(=C(C1)C1=CC(=C(N=N1)OCCN(C)C)NC1=CC(=NC=C1)NC(=O)CN1CC(N(CC1)C)C(=O)OC)F methyl 4-{1-[(4-{[6-(5-chloro-2-fluorophenyl)-3-[2-(dimethylamino)ethoxy] pyridazin-4-yl]amino}pyridin-2-yl)carbamoyl]methyl}-1-methylpiperazine-2-carboxylate